BrC=1C(=C2C(=NN(C(C2=CC1)=O)CC(=O)NC1CN(CCC1)CC)C(F)F)F 2-[6-bromo-4-(difluoromethyl)-5-fluoro-1-oxophthalazin-2-yl]-N-(1-ethylpiperidin-3-yl)acetamide